2-amino-9-((2R,3S,4R,5S)-3,4-dihydroxy-5-(hydroxymethyl)tetrahydrofuran-2-yl)-1H-purin-6(9H)-one NC=1NC(C=2N=CN(C2N1)[C@@H]1O[C@H]([C@@H]([C@@H]1O)O)CO)=O